CC=1SC=C(N1)C[C@@H]1CC[C@H](CC1)C(=O)N1OCC[C@H]1C1=NC=CN=C1 trans-[4-[(2-methylthiazol-4-yl)methyl]cyclohexyl]-[(3S)-3-pyrazin-2-ylisoxazolidin-2-yl]methanone